2-(3,5-dichloro-4-((4-isopropyl-5-oxo-4,5-dihydro-1,3,4-oxadiazol-2-yl)methyl)phenyl)-6-(fluoromethyl)-1,2,4-triazine-3,5(2H,4H)-dione ClC=1C=C(C=C(C1CC=1OC(N(N1)C(C)C)=O)Cl)N1N=C(C(NC1=O)=O)CF